9-(4-hydroxybicyclo[2.2.1]heptan-1-yl)-7-methyl-2-((7-methyl-[1,2,4]triazolo[1,5-a]pyridin-6-yl)amino)-7,9-dihydro-8H-purine-8-thione OC12CCC(CC1)(C2)N2C1=NC(=NC=C1N(C2=S)C)NC=2C(=CC=1N(C2)N=CN1)C